NC1=CC=C(C=N1)CN1CCN(CC1)C1=CC=C(C(=O)OC)C=C1 methyl 4-(4-((6-aminopyridin-3-yl)methyl)piperazin-1-yl)benzoate